FC(CN1N=CC(=C1C)C1=NC(=CC=C1C(C)O)N1C=NC2=C1C=CC(=C2)NC=2N=NC(=CC2)C)(C)F 1-[2-[1-(2,2-difluoropropyl)-5-methyl-pyrazol-4-yl]-6-[5-[(6-methylpyridazin-3-yl)amino]benzimidazol-1-yl]-3-pyridinyl]ethanol